OCC(C)(C)NC(=O)C=1C=2C[C@@H]3[C@H](C2N(N1)C1=NC(=CC(=C1)C(F)(F)F)C)C3 (1aR,5aR)-2-(6-Methyl-4-trifluoromethyl-pyridin-2-yl)-1a,2,5,5a-tetrahydro-1H-2,3-diaza-cyclopropa[a]pentalene-4-carboxylic acid (2-hydroxy-1,1-dimethyl-ethyl)-amide